5-(2,4,6-trimethyl-phenyl)-2-propionyl-3-hydroxy-2-cyclohexene CC1=C(C(=CC(=C1)C)C)C1CC(=C(CC1)C(CC)=O)O